CC1=C(C=CC(=C1)OC(C)C1=CC=CC=C1)C=1N=C(C2=C(N1)NC=C2)C=2CCNCC2 (2-methyl-4-(1-phenylethoxy)phenyl)-4-(1,2,3,6-tetrahydropyridin-4-yl)-7H-pyrrolo[2,3-d]pyrimidine